CCC(C#CC#CCCCCCCCCCC)O 4,6-heptadecanediyn-3-ol